3-(2-bromoacetyl)-N,N-dimethyl-benzenesulfonamide BrCC(=O)C=1C=C(C=CC1)S(=O)(=O)N(C)C